FC1=C(C=C(C(=C1)F)C)C1=CN=C(C=2N1C=CN2)NC=2C=NN(C2)C2CCN(CC2)CC=O 2-(4-(4-((5-(2,4-difluoro-5-methylphenyl)imidazo[1,2-a]pyrazin-8-yl)amino)-1H-pyrazol-1-yl)piperidin-1-yl)acetaldehyde